N-[(4-cyclopropanesulfonylpyridin-2-yl)methyl]-5-[(3S)-3-ethylpyrrolidin-1-yl]-6-methylpyrazine-2-carboxamide C1(CC1)S(=O)(=O)C1=CC(=NC=C1)CNC(=O)C1=NC(=C(N=C1)N1C[C@H](CC1)CC)C